C(C)(C)C1=C(C(=CC=C1)C(C)C)N1C(N2C(C=CC=C2C(C)C)=C1)=[Au-2]Cl 2-(2,6-Diisopropylphenyl)-5-isopropylimidazo[1,5-a]pyridin-3-ylidenegold(I) chloride